6-Cyclopropylmethyl 3-ethyl 2-oxo-1,2,5,6,7,8-hexahydro-1,6-naphthyridine-3,6-dicarboxylate O=C1NC=2CCN(CC2C=C1C(=O)OCC)C(=O)OCC1CC1